MethyleneBiphenyl Diisocyanate [N-]=C=O.[N-]=C=O.C=C1C(=CC=CC1)C1=CC=CC=C1